C(C1=CC=CC=C1)ON(C(OC(C)(C)C)=O)CCC(=O)N1CC(C1)(C1=C(C=CC=C1)C(C)C)C(NC=1C(=NC(=CC1)C)OC(F)F)=O tert-butyl (benzyloxy)(3-(3-((2-(difluoromethoxy)-6-methylpyridin-3-yl)carbamoyl)-3-(2-isopropylphenyl)azetidin-1-yl)-3-oxopropyl)carbamate